difluorotrimethylammonium hydrochloride Cl.FC([NH+](C)C)F